Tert-Butyl 4-((5,6-dichloro-3-nitropyridin-2-yl)amino)piperidine-1-carboxylate ClC=1C=C(C(=NC1Cl)NC1CCN(CC1)C(=O)OC(C)(C)C)[N+](=O)[O-]